N-(2-nitro-3-(trifluoromethyl)phenyl)acetamide [N+](=O)([O-])C1=C(C=CC=C1C(F)(F)F)NC(C)=O